[3-[(1-acetylpiperidin-4-yl)methyl]-8-(2-chlorophenyl)-7-(4-chlorophenyl)-2,6-dioxopurin-1-yl]methyl 2,2-dimethylpropanoate CC(C(=O)OCN1C(N(C=2N=C(N(C2C1=O)C1=CC=C(C=C1)Cl)C1=C(C=CC=C1)Cl)CC1CCN(CC1)C(C)=O)=O)(C)C